COCCN1CCN(CC1)C1=CC=C(NC=2N=C(C3=C(N2)NC=C3)OC=3C=C(C=CC3)NC(C=C)=O)C=C1 N-(3-(2-(4-(4-(2-methoxyethyl)piperazin-1-yl)anilino)-7H-pyrrolo[2,3-d]pyrimidin-4-yloxy)phenyl)acrylamide